C(C)NC(=O)N[C@H]1C[C@H](C2=CC(=C3C=C(N=CC3=C21)C2CC2)S(NCC(C)(C)F)(=O)=O)NC(NCC)=O |r| 1-Ethyl-3-[cis-(7RS,9SR)-3-cyclopropyl-7-(ethylcarbamoylamino)-5-[(2-fluoro-2-methylpropyl)sulfamoyl]-8,9-dihydro-7H-cyclopenta[h]isochinolin-9-yl]urea